CN1N=CC(=C1)C=1C=C(C(=O)NC=2N(C=C(N2)CCCC(=O)O)C2=CC=CC=C2)C=CC1 4-(2-(3-(1-methyl-1H-pyrazol-4-yl)benzoylamino)-1-phenyl-1H-imidazol-4-yl)butanoic acid